(2R,4S)-N-[2-[(4,4-difluorocyclohexyl)amino]-1-(5-fluoro-3-pyridyl)-2-oxo-ethyl]-4-methylsulfonyl-N-[4-(pentafluoro-λ6-sulfanyl)phenyl]pyrrolidine-2-carboxamide FC1(CCC(CC1)NC(C(C=1C=NC=C(C1)F)N(C(=O)[C@@H]1NC[C@H](C1)S(=O)(=O)C)C1=CC=C(C=C1)S(F)(F)(F)(F)F)=O)F